1,3,5-Tris(6-isocyanatohex-1-yl)-1,3,5-triazine-2,4,6(1H,3H,5H)-trione N(=C=O)CCCCCCN1C(N(C(N(C1=O)CCCCCCN=C=O)=O)CCCCCCN=C=O)=O